The molecule is a N-acyl-4-hydroxy-15-methylhexadecasphinganine in which the acyl group has 21 carbons and 0 double bonds. It derives from a 15-methylhexadecaphytosphingosine. CCCCCCCCCCCCCCCCCCCCC(=O)N[C@@H](CO)[C@@H]([C@@H](CCCCCCCCCCC(C)C)O)O